ClC1=C(CN2N=C3C4=C(CCC3=C2)OC(=C4C)C(=O)NC4=CC(=C(C=C4)C)F)C(=CC=C1)F 2-(2-chloro-6-fluorobenzyl)-N-(3-fluoro-4-methylphenyl)-8-methyl-4,5-dihydro-2H-furo[2,3-g]indazole-7-carboxamide